The molecule is the alkanesulfonate that is the anion formed from isethionic acid by loss of a proton from the sulfo group; major microspecies at pH 7.3. It is a conjugate base of an isethionic acid. C(CS(=O)(=O)[O-])O